BrC1=C(C=C(C=N1)C(=O)N1CCN(CC1)C=1OC=2C(=NC(=CC2)Cl)N1)C(F)(F)F [6-Bromo-5-(trifluoromethyl)-3-pyridyl]-[4-(5-chlorooxazolo[4,5-b]pyridin-2-yl)piperazin-1-yl]methanone